C(C(=C)C)(=O)OC12CC3(CC(CC(C1)(C3)C)(C2)C)OC(C(=C)C)=O 5,7-dimethyl-1,3-adamantanediol dimethacrylate